1-bromo-3-(1-bromoethyl)benzene BrC1=CC(=CC=C1)C(C)Br